(R)-beta-homomethionine N[C@@H](CCSC)CC(=O)O